FC(C1=CC2=C(N=CN2)C=C1)(F)F 5-(trifluoromethyl)benzimidazole